4-Amino-1-((R)-2-((R)-2-((R)-2-((R)-2-amino-3-phenylpropanamido)-3-phenylpropan-amido)-4-methylpentanamido)-6-(((R)-2,3-dihydroxypropyl)amino)hexanoyl)piperidin NC1CCN(CC1)C([C@@H](CCCCNC[C@H](CO)O)NC([C@@H](CC(C)C)NC([C@@H](CC1=CC=CC=C1)NC([C@@H](CC1=CC=CC=C1)N)=O)=O)=O)=O